9-([1,1'-Biphenyl]-3-yl)-5-bromo-3-chloro-9H-carbazole C1(=CC(=CC=C1)N1C2=CC=CC(=C2C=2C=C(C=CC12)Cl)Br)C1=CC=CC=C1